COC(C1CCN(CC1)C1=CC=C(C=C1)[C@@H]1[C@@H](C[C@@H](C2=CC(=CC=C12)OC)C)C1=CC=CC=C1)OC 4-(dimethoxymethyl)-1-(4-((1S,2R,4S)-6-methoxy-4-methyl-2-phenyl-1,2,3,4-tetrahydronaphthalen-1-yl)phenyl)piperidine